N-[3-(azepan-1-yl)-4-(4-cyclopentylpiperazine-1-carbonyl)phenyl]cyclopropanecarboxamide N1(CCCCCC1)C=1C=C(C=CC1C(=O)N1CCN(CC1)C1CCCC1)NC(=O)C1CC1